N-Methylolacrylamid C(O)NC(C=C)=O